4-(4-(3,4-dichlorophenyl)-2-(2-oxo-7-azaspiro[3.5]nonane-7-carbonyl)piperazine-1-carbonyl)quinolin-2(1H)-one ClC=1C=C(C=CC1Cl)N1CC(N(CC1)C(=O)C1=CC(NC2=CC=CC=C12)=O)C(=O)N1CCC2(CC(C2)=O)CC1